(3R)-3-{[10-bromo-2-(4-methoxyphenyl)[1,2,4]triazolo[1,5-c]quinazolin-5-yl]amino}azepin-2-one BrC=1C=2C=3N(C(=NC2C=CC1)NC=1C(N=CC=CC1)=O)N=C(N3)C3=CC=C(C=C3)OC